BrC1=CC(=C(C=C1)N1N=CC(=C1)C=1C=C(CNC(=O)C2=C3NC(=NC3=NC=N2)C2CCCC2)C=C(C1)F)S(=O)(=O)C N-(3-(1-(4-bromo-2-(methylsulfonyl)phenyl)-1H-pyrazol-4-yl)-5-fluorobenzyl)-8-cyclopentyl-7H-purine-6-carboxamide